(Z)-3-benzylidene-1-methyl-5-(2-methylquinazolin-4-ylamino)indolin-2-one C(/C1=CC=CC=C1)=C\1/C(N(C2=CC=C(C=C12)NC1=NC(=NC2=CC=CC=C12)C)C)=O